COC1CC(CC1)C1=NN(C2=C1N=C(N=C2)NC=2C(=CC=1N(C2)N=CN1)C)C 3-(3-methoxycyclopentyl)-1-methyl-N-(7-methyl-[1,2,4]triazolo[1,5-a]pyridin-6-yl)-1H-pyrazolo[4,3-d]pyrimidin-5-amine